pentafluorobenzene 4-(2,6-dioxopiperidin-3-yl)benzoate O=C1NC(CCC1C1=CC=C(C(=O)O)C=C1)=O.FC=1C(=C(C(=C(C1)F)F)F)F